1-(4-bromophenyl)-2-thiocyano-1-ethanol BrC1=CC=C(C=C1)C(CSC#N)O